C1(C=CC(N1CCCCCC(=O)ON1C(CCC1=O)=O)=O)=O N-(epsilon-maleimidocaproyloxy)succinimide